C(#C)C=1C(=CC=C2C=CC=C(C12)C1=C(C=2N=C(N=C(C2C=N1)N1CC(C(CCC1)(C)C)N(C(C=C)=O)C)OC[C@H]1N(CCCC1)C)F)F N-(1-(7-(8-ethynyl-7-fluoronaphthalen-1-yl)-8-fluoro-2-(((S)-1-methylpiperidin-2-yl)methoxy)pyrido[4,3-d]pyrimidin-4-yl)-4,4-dimethylazepan-3-yl)-N-methylacryl-amide